C1=CC=CC=2C3=CC=CC=C3N(C12)C=1C=C(C=C(C1C#N)N1C2=CC=CC=C2C=2C=CC=CC12)C1=CC(=CC=C1)N1C2=CC=CC=C2C=2C=CC=CC12 3,3',5-tri(9H-carbazol-9-yl)-[1,1'-biphenyl]-4-carbonitrile